FC(C(=C)C(F)F)F 2-(difluoromethyl)-3,3-difluoro-1-propene